NCC(=O)O.C(C)C1=NC=CN1C ethyl-3-methylimidazole glycinate